2-(((4-(tert-butoxycarbonyl)piperazin-1-yl)sulfonyl)oxy)benzoic acid C(C)(C)(C)OC(=O)N1CCN(CC1)S(=O)(=O)OC1=C(C(=O)O)C=CC=C1